FC1=C(C(=CC(=C1)NCC1=CC=C(C=C1)C(F)(F)F)F)NC(CC(C)(C)C)=O N-(2,6-difluoro-4-((4-(trifluoromethyl)benzyl)amino)phenyl)-3,3-dimethylbutanamide